N1CC(C1)N1CC(C1)N1CCC(CC1)NC=1C2=C(N=CN1)NC=C2C(=O)C2=C(C=C(C=C2)OC2=CC=CC=C2)Cl [4-[[1-[1-(azetidin-3-yl)azetidin-3-yl]-4-piperidinyl]amino]-7H-pyrrolo[2,3-d]pyrimidin-5-yl]-(2-chloro-4-phenoxy-phenyl)methanone